(R)-3-(1-(4'-(methoxycarbonyl)-3-methyl-[1,1'-biphenyl]-4-yl)-2-oxo-1,2-dihydro-3H-imidazo[4,5-b]pyridin-3-yl)pyrrolidine-1-carboxylic acid tert-butyl ester C(C)(C)(C)OC(=O)N1C[C@@H](CC1)N1C(N(C=2C1=NC=CC2)C2=C(C=C(C=C2)C2=CC=C(C=C2)C(=O)OC)C)=O